[Si](C)(C)(C(C)(C)C)OCC1=CC(=CS1)C=O 5-({[tert-Butyl(dimethyl)silyl]oxy}methyl)thiophene-3-carbaldehyde